5-((2-(4-Chlorophenyl)-5-(1-(trifluoromethyl)cyclopropyl)-1H-pyrrol-3-yl)methyl)-2,2-dimethyl-1,3-dioxane ClC1=CC=C(C=C1)C=1NC(=CC1CC1COC(OC1)(C)C)C1(CC1)C(F)(F)F